6-(hydroxymethyl)pyrazin OCC1=CN=CC=N1